NCC(=O)N1C(C=2N(CC1)C(=C(N2)C2=C(C(=C(C=C2)F)Cl)F)NC2=CC=C(C=C2)F)(C)C 2-amino-1-(2-(3-chloro-2,4-difluorophenyl)-3-((4-fluorophenyl)amino)-8,8-dimethyl-5,6-dihydroimidazo[1,2-a]pyrazin-7(8H)-yl)ethan-1-one